tetramethyl-3-carboxypyrrolidine CC1(C(N(CC1)C)(C)C)C(=O)O